4,5-dimethoxy-2-nitrobenzyl((2,2,5-trimethyl-1,3-dioxan-5-yl)methyl) carbamate C(N)(OC(C1(COC(OC1)(C)C)C)CC1=C(C=C(C(=C1)OC)OC)[N+](=O)[O-])=O